5-((4-(((S)-2-hydroxy-1-phenylethyl)amino)-5-(3,8-dioxa-1-azaspiro[4.5]dec-1-en-2-yl)pyridin-2-yl)amino)-3-methylisoindolin-1-one OC[C@H](C1=CC=CC=C1)NC1=CC(=NC=C1C1=NC2(CO1)CCOCC2)NC=2C=C1C(NC(C1=CC2)=O)C